C1(CC1)C(=O)NC1=NC=C(C(=O)NOC)C(=C1)NC=1C(=NC(=CC1)OC)N(S(=O)(=O)C)C 6-(Cyclopropanecarboxamido)-N-methoxy-4-((6-methoxy-2-(N-methylmethanesulfonamido)pyridin-3-yl)amino)nicotinamide